2-([1,4]Dioxan-2-ylmethoxy)-9-pyridin-4-ylethynyl-6,7-dihydro-pyrimido[6,1-a]isoquinolin-4-one O1C(COCC1)COC1=NC(N2C(C3=CC=C(C=C3CC2)C#CC2=CC=NC=C2)=C1)=O